(R)-1-(6-(4-(5-chloro-6-methyl-1H-indazol-4-yl)-3-(2-(2-hydroxy-2-methylpropyl)-2H-indazol-5-yl)-5-methyl-1H-pyrazol-1-yl)-2-azaspiro[3.3]hept-2-yl)prop-2-en-1-one ClC=1C(=C2C=NNC2=CC1C)C=1C(=NN(C1C)C1CC2(CN(C2)C(C=C)=O)C1)C1=CC2=CN(N=C2C=C1)CC(C)(C)O